[Cl-].ClC(C1=CC=CC=C1)([N+](CCCCCCCCCCCC)(C)C)Cl N-(dichlorobenzyl)-N,N-dimethyl-N-dodecylammonium chloride